(2S)-3-[3-[[3-[(2S)-2-carboxy-2-[(3R)-pyrrolidin-3-yl]ethyl]phenoxy]methyl]phenyl]-2-[(3R)-pyrrolidin-3-yl]propanoic acid C(=O)(O)[C@@H](CC=1C=C(OCC=2C=C(C=CC2)C[C@H](C(=O)O)[C@@H]2CNCC2)C=CC1)[C@@H]1CNCC1